2-chloro-3,5,6-trifluorobenzyl (1R)-trans-3-(2,2-dichloro-1-ethenyl)-2,2-dimethylcyclopropanecarboxylate ClC(=C[C@H]1C([C@@H]1C(=O)OCC1=C(C(=CC(=C1F)F)F)Cl)(C)C)Cl